(R*)-1-(7-chloro-10,11-dihydrobenzo[6,7]oxepino[3,2-b]pyridin-10-yl)-N-methylmethanamine ClC1=CC2=C([C@@H](CC3=NC=CC=C3O2)CNC)C=C1 |o1:5|